(R)-5-methyl-6-oxo-3-(trifluoromethyl)-5,6,6a,7,9,10-hexahydro-8H-pyrazino[1,2-a]pyrido[3,2-e]pyrazine-8-carboxylic acid tert-butyl ester C(C)(C)(C)OC(=O)N1C[C@H]2N(C3=C(N(C2=O)C)C=C(C=N3)C(F)(F)F)CC1